N-(2-(5-methoxy-2-butyl-1H-indol-3-yl)ethyl)acetamide COC=1C=C2C(=C(NC2=CC1)CCCC)CCNC(C)=O